[Au].[N+](=O)([O-])C1=C(C(=CC(=C1)[N+](=O)[O-])[N+](=O)[O-])O 2,4,6-trinitrophenol gold